hydroxy-6-(N-(2-(4-ethoxypiperidin-1-yl)pyridin-3-yl)aminosulfonyl)benzofuran-2-carboxamide OC1=C(OC2=C1C=CC(=C2)S(=O)(=O)NC=2C(=NC=CC2)N2CCC(CC2)OCC)C(=O)N